5-(trans-3-Aminocyclobutyl-2-oxo-oxazolidin-3-yl)-4H-pyrazino[2,3-b][1,4]oxazin-3-one N[C@@H]1C[C@H](C1)C1N(C(OC1)=O)N1C=CN=C2OCC(NC21)=O